CN1CC(C1)(C)[C@@](O)(C=1C=NC=C(C1)N1CCCC1)C1=CC=C(C=C1)C1(CC1)C (R)-(1,3-dimethyl-azetidin-3-yl)-[4-(1-methyl-cyclopropyl)-phenyl]-(5-pyrrolidin-1-yl-pyridin-3-yl)-methanol